(5aR,5bS,7aS,8S,10aS,10bR)-2-((4-ethyl-2-hydroxypiperazin-1-yl)amino)-5a,7a-dimethyl-5,5a,5b,6,7,7a,8,9,10,10a,10b,11-dodecahydro-4H-cyclopenta[7,8]phenanthro[2,1-d]thiazol-8-ol C(C)N1CC(N(CC1)NC=1SC2=C(N1)CC[C@@]1([C@H]3CC[C@]4([C@H]([C@@H]3CC=C12)CC[C@@H]4O)C)C)O